ethyl 2-(cyclopropylmethyl)-8-(trifluoromethyl)-4,5-dihydro-2H-furo[2,3-g]indazole-7-carboxylate C1(CC1)CN1N=C2C3=C(CCC2=C1)OC(=C3C(F)(F)F)C(=O)OCC